4-((5,6-dichloro-2,3-dihydro-1H-inden-2-yl)thio)-1H-1,2,3-triazole ClC=1C=C2CC(CC2=CC1Cl)SC=1N=NNC1